ethyl 2-methyl-4,5,6,7-tetrahydrobenzothiophene-3-carboxylate CC=1SC2=C(C1C(=O)OCC)CCCC2